tert-butyl 4-[(3S)-1-benzyloxycarbonylpyrrolidin-3-yl]piperidine-1-carboxylate C(C1=CC=CC=C1)OC(=O)N1C[C@@H](CC1)C1CCN(CC1)C(=O)OC(C)(C)C